diethyl-aluminum orthosilicate [Si]([O-])([O-])([O-])[O-].C(C)[Al+]CC.C(C)[Al+]CC.C(C)[Al+]CC.C(C)[Al+]CC